FC(OC1=C(C=CC(=C1)N=C=S)F)F 2-(difluoromethoxy)-1-fluoro-4-isothiocyanato-benzene